Bis-Benzyl-Isoquinoline tert-butyl-(5-bromo-6-(bromomethyl)pyridin-2-yl)carbamate C(C)(C)(C)N(C(O)=O)C1=NC(=C(C=C1)Br)CBr.C(C1=CC=CC=C1)C=1N=C(C2=CC=CC=C2C1)CC1=CC=CC=C1